C(C1=CC=CC=C1)C(C(=O)OC)CN(C(=O)OC(C)(C)C)C=1SC(=C(N1)C1=CC(=C(C=C1)Cl)Cl)Br methyl 2-benzyl-3-((5-bromo-4-(3,4-dichlorophenyl)thiazol-2-yl)(tert-butoxycarbonyl) amino)propanoate